5'-(methylsulfonamido)-N-(1-(oxetan-3-yl)-3-(pyridin-2-yl)-1H-pyrazol-4-yl)-[2,3'-bipyridine]-6-carboxamide CS(=O)(=O)NC=1C=C(C=NC1)C1=NC(=CC=C1)C(=O)NC=1C(=NN(C1)C1COC1)C1=NC=CC=C1